O(C=1C=C(C=CC1)C1=NC2=C(N1C1=C(C=C(C=C1C(C)C)Br)C(C)C)C=CC=C2)C=2C=C(C=CC2)C2=NC1=C(N2C2=C(C=C(C=C2C(C)C)Br)C(C)C)C=CC=C1 2'-(oxybis(3,1-phenylene))bis(1-(4-bromo-2,6-diisopropylphenyl)-1H-benzo[d]imidazole)